Quinazoline-1-carboxylate N1(CN=CC2=CC=CC=C12)C(=O)[O-]